N-(3-(2-chloro-3-(1,4-benzodioxan-6-yl)anilino)-1-methylindazol-6-ylidene)-D-serine ClC1=C(NC=2NN(C3=CC(C=CC23)=N[C@H](CO)C(=O)O)C)C=CC=C1C1=CC2=C(OCCO2)C=C1